tris(3-methoxy-4,6-difluorophenyl)boron COC=1C=C(C(=CC1F)F)B(C1=CC(=C(C=C1F)F)OC)C1=CC(=C(C=C1F)F)OC